BrC=1C=C(C=CC1)[C@@H](CO)N1C(N[C@@](C1=O)(C1=CC=CC=C1)CC(C)C)=S (R)-3-((S)-1-(3-bromophenyl)-2-hydroxyethyl)-5-isobutyl-5-phenyl-2-thioxoimidazolidin-4-one